C(C1=CC=CC=C1)(=O)OCC1=C2N=CN(C2=NC=N1)[C@H]1[C@H](O[Si](C)(C)C(C)(C)C)[C@H](O)[C@H](O1)COC(C1=CC=CC=C1)(C1=CC=C(C=C1)OC)C1=CC=C(C=C1)OC 6-[(benzoyloxy)methyl]-9-{5-O-[bis(4-methoxyphenyl)(phenyl)methyl]-2-O-[tert-butyl(dimethyl)silyl]-β-D-ribofuranosyl}-9H-purine